1-[5-ethylsulfonyl-6-[4-oxo-2-(trifluoromethyl)-6H-thieno[2,3-c]pyrrol-5-yl]-3-pyridyl]cyclopropane-carbonitrile C(C)S(=O)(=O)C=1C=C(C=NC1N1CC2=C(C1=O)C=C(S2)C(F)(F)F)C2(CC2)C#N